(S,E)-3-(3-(benzothiophen-2-yl)acryloyl)-4-Phenyloxazolidin-2-one S1C(=CC2=C1C=CC=C2)/C=C/C(=O)N2C(OC[C@@H]2C2=CC=CC=C2)=O